BrC=1C=C2N(CC(N(C2=CC1)C)=O)C 6-bromo-1,4-dimethyl-3,4-dihydroquinoxalin-2(1H)-one